CN(CCCNC(CCCCCCCCCCCCCCCCC)=O)C N-[3-(dimethylamino)propyl]octadecanoamide